tert-Butyl 4-[4-[3-cyano-5-[(1R)-1-(5-fluoro-2-pyridyl)ethoxy]imidazo[1,2-a]pyridin-7-yl]-3-(2-hydroxyethyl)-5-methyl-pyrazol-1-yl]piperidine-1-carboxylate C(#N)C1=CN=C2N1C(=CC(=C2)C=2C(=NN(C2C)C2CCN(CC2)C(=O)OC(C)(C)C)CCO)O[C@H](C)C2=NC=C(C=C2)F